Cl.CC=1C(=C2C=CN=CC2=CC1)CNC1CC(C1)OC=1C=NC(=CC1)C(F)(F)F (1r,3r)-N-((6-methylisoquinolin-5-yl)methyl)-3-((6-(trifluoromethyl)pyridin-3-yl)oxy)cyclobutan-1-amine hydrochloride